ClC1=C(C(=O)P(C2=CC=C(C=C2)C2=CC=CC=C2)(C(C2=C(C=CC=C2Cl)Cl)=O)=O)C(=CC=C1)Cl bis-(2,6-dichlorobenzoyl)-4-biphenylylphosphine oxide